C(C1=CC=CC=C1)N1C[C@@](CC1)(C1=CC(=C(C=C1)C)F)C1=NC=NS1 |r| racemic-5-(1-benzyl-3-(3-fluoro-4-methylphenyl)pyrrolidin-3-yl)-1,2,4-thiadiazole